3-xylylenediamine hydrochloride Cl.C1(=CC(=CC=C1)CN)CN